ClC=1C=C(C=CC1)[C@H](C(=O)N1CC2=C(CCC1)N=C(NC2=O)C2(CC2)C2=CC(=CC=C2)F)O (R)-6-(2-(3-chlorophenyl)-2-hydroxyacetyl)-2-(1-(3-fluorophenyl)cyclopropyl)-3,5,6,7,8,9-hexahydro-4H-pyrimido[5,4-c]azepin-4-one